(3,5-di-t-butyl-4-hydroxyphenyl)propanoic acid stearyl ester C(CCCCCCCCCCCCCCCCC)OC(C(C)C1=CC(=C(C(=C1)C(C)(C)C)O)C(C)(C)C)=O